ClC1=C2C(CN(CC2=CC=C1)C(=O)OCC1=CC=CC=C1)(F)F benzyl 5-chloro-4,4-difluoro-1,3-dihydroisoquinoline-2-carboxylate